ClC1=C(C=NC=C1)C1=C(C=C2C(=CN(C2=C1)CC(C)(C)C)C(C)NS(=O)(=O)C1CC1)F N-[1-[6-(4-chloro-3-pyridyl)-1-(2,2-dimethylpropyl)-5-fluoro-indol-3-yl]ethyl]cyclopropanesulfonamide